5,8-diethyl-2-(((1-(4-fluorobenzyl)-1H-pyrazol-4-yl)methyl)amino)-7,7-dimethyl-7,8-dihydropteridin-6(5H)-one C(C)N1C=2C=NC(=NC2N(C(C1=O)(C)C)CC)NCC=1C=NN(C1)CC1=CC=C(C=C1)F